NC1=C(C(=O)O)C=CC=C1 amino-benzoic acid